(3r,4r)-3-ethynyl-3-hydroxy-1,4-dimethylpyrrolidin-2-one C(#C)[C@]1(C(N(C[C@H]1C)C)=O)O